ClC1=C(C=CC=C1)[C@H]1N(CCC1)C1=CC=C(C(=O)OC)C=C1 methyl (S)-4-(2-(2-chlorophenyl)pyrrolidin-1-yl)benzoate